C(\C(\C)=C\C(=O)[O-])(=O)OCCCC n-butyl mesaconate